C(C)(=O)O[C@H]1[C@H](O[C@H]([C@@H]([C@H]1OC(C)=O)OC(C)=O)OC1=C(C=C(C=C1)COC(=O)OC1=CC=C(C=C1)[N+](=O)[O-])CNC(=O)OC(C)(C)C)COC(C)=O (2R,3S,4S,5R,6S)-2-(acetoxymethyl)-6-(2-(((tert-butoxycarbonyl)amino)methyl)-4-((((4-nitrophenoxy)carbonyl)oxy)methyl)phenoxy)tetrahydro-2H-pyran-3,4,5-triyl triacetate